NC1=C(C(=NN1C(C)C)C(=O)NC=1C=NC=C(C1)NC(CC1=CC=C(C=C1)F)=O)C(=O)N 5-amino-N3-(5-(2-(4-fluorophenyl)acetamido)pyridin-3-yl)-1-isopropyl-1H-pyrazole-3,4-dicarboxamide